2-(difluoromethoxy)-5-{2H,4H,5H,6H-pyrrolo[3,4-c]pyrazole-2-sulfonyl}pyridine FC(OC1=NC=C(C=C1)S(=O)(=O)N1N=C2C(=C1)CNC2)F